5-[2-(2-aminopyridin-3-yl)-5-phenylimidazo[4,5-b]pyridin-3-yl]-N-(3-formyl-4-hydroxyphenyl)-2,3-dihydro-1H-indene-1-carboxamide NC1=NC=CC=C1C1=NC=2C(=NC(=CC2)C2=CC=CC=C2)N1C=1C=C2CCC(C2=CC1)C(=O)NC1=CC(=C(C=C1)O)C=O